C(C)(=O)O.N=CC=CN 1,5-diazapentadiene acetate